OCC([C@@H](C[C@H]1C(NCCC1)=O)NC([C@H](CC(C)(C)C)NC(C(=O)NC1=C(C=CC=C1)C(F)(F)F)=O)=O)=O N1-((S)-1-(((R)-4-hydroxy-3-oxo-1-((S)-2-oxopiperidin-3-yl)butan-2-yl)amino)-4,4-dimethyl-1-oxopentan-2-yl)-N2-(2-(trifluoromethyl)phenyl)oxalamide